CC(CC(C(=O)[O-])=O)C.[Ca+2].CC(CC(C(=O)[O-])=O)C Calcium 4-methyl-2-ketovalerate